C1(CC1)C(=O)OOC[C@H](C)NC1CCC(CC1)NC1=NC=C(C(=C1)C1=NC(=CC=C1)NCC1(CCOCC1)C#N)Cl 1-((S)-2-(((1r,4S)-4-((5'-chloro-6-(((4-cyanotetrahydro-2H-pyran-4-yl) methyl) amino)-[2,4'-bipyridyl]-2'-yl) amino) cyclohexyl) amino) propoxy) cyclopropane-1-carboxylate